2,6-dimethoxy-4-[7-(1-methyl-3-piperidyl)imidazo[1,2-a]pyridin-3-yl]-N-(2,2,2-trifluoroethyl)benzamide COC1=C(C(=O)NCC(F)(F)F)C(=CC(=C1)C1=CN=C2N1C=CC(=C2)C2CN(CCC2)C)OC